[Cl-].C(CCCCCCCCCCCCCCCCC)[N+](C)(C)CCCCCCCCCCCCCCCCCC N,N-dioctadecyl-N,N-dimethylammonium chloride